CC1=NOC(=C1C1=CC=2N(C=C1)C(=CN2)C2N(CCC2)C#N)C (7-(3,5-Dimethylisoxazol-4-yl)imidazo[1,2-a]pyridin-3-yl)pyrrolidine-1-carbonitrile